3-(3,5-di-tert-butyl-4-hydroxyphenyl)propionic acid octadecyl ester C(CCCCCCCCCCCCCCCCC)OC(CCC1=CC(=C(C(=C1)C(C)(C)C)O)C(C)(C)C)=O